C[C@H]1CNCCO1 (2S)-2-methylmorpholin